2-[[(1R)-1-[2-(2,4-Difluorophenyl)-3,6-dimethyl-4-oxo-chromen-8-yl]ethyl]amino]-6-fluoro-benzonitrile FC1=C(C=CC(=C1)F)C=1OC2=C(C=C(C=C2C(C1C)=O)C)[C@@H](C)NC1=C(C#N)C(=CC=C1)F